1-methyl-N-(1-(1-methyl-3-(2-(trifluoromethyl)pyridin-4-yl)-1H-pyrazol-5-yl)cyclobutyl)-3-(trifluoromethyl)-1H-pyrazole-5-carboxamide CN1N=C(C=C1C(=O)NC1(CCC1)C1=CC(=NN1C)C1=CC(=NC=C1)C(F)(F)F)C(F)(F)F